lithium boron trifluoride acrylate C(C=C)(=O)[O-].B(F)(F)F.[Li+]